(4R)-4-[[[(5SR)-3-(3-fluorophenyl)-5-methyl-4H-1,2-oxazol-5-yl]carbonyl]amino]cyclopentene-1-carboxylic acid methyl ester COC(=O)C1=CC[C@H](C1)NC(=O)[C@@]1(CC(=NO1)C1=CC(=CC=C1)F)C |&1:12|